5-((6-hydroxyhexyloxy)carbonyl)furan-2-carboxylic acid OCCCCCCOC(=O)C1=CC=C(O1)C(=O)O